5-chloro-N2-(2-isopropoxy-5-methyl-4-((cis)-1,2,6-trimethyl-1,2,3,6-tetrahydropyridin-4-yl)phenyl)-N4-(2-(isopropylsulfonyl)phenyl)pyrimidine-2,4-diamine ClC=1C(=NC(=NC1)NC1=C(C=C(C(=C1)C)C=1C[C@@H](N([C@@H](C1)C)C)C)OC(C)C)NC1=C(C=CC=C1)S(=O)(=O)C(C)C